C(C)(C)(C)NC1=C(C(=O)[O-])C=C(C(=N1)OC)Cl 2-(tert-butylamino)-5-chloro-6-methoxynicotinate